methyl-benzyl-hydrazine CN(N)CC1=CC=CC=C1